4,7-difluoro-2-(((1R,3S)-3-((6-oxo-5-(trifluoromethyl)-1,6-dihydropyridazin-4-yl)amino)cyclohexyl)methyl)-6-(5-(trifluoromethyl)pyrimidin-2-yl)isoquinolin-1(2H)-one FC1=CN(C(C2=CC(=C(C=C12)C1=NC=C(C=N1)C(F)(F)F)F)=O)C[C@H]1C[C@H](CCC1)NC=1C=NNC(C1C(F)(F)F)=O